C(=O)(OC(C)(C)C)N1CCN(CCC1)CCO 1-Boc-4-(2-hydroxyethyl)homopiperazine